N-(8-chloro-1,2,3,5,6,7-hexahydros-indacen-4-ylcarbamoyl)-5-(1-hydroxycyclopropyl)thiophene-2-sulfonamide ClC=1C=2CCCC2C(=C2CCCC12)NC(=O)NS(=O)(=O)C=1SC(=CC1)C1(CC1)O